C(C1=CC=CC=C1)OC1=C2C(=NC(=NC2=C(C=C1F)F)OC[C@]12CCCN2C[C@@H](C1)F)N1CC2CCC(C1)N2C(=O)OC(C)(C)C tert-butyl 3-(5-(benzyloxy)-6,8-difluoro-2-(((2R,7aS)-2-fluorotetrahydro-1H-pyrrolizin-7a(5H)-yl)methoxy)quinazolin-4-yl)-3,8-diazabicyclo[3.2.1]octane-8-carboxylate